C(C#C)OCCOCCN1NC(=CC1)C(=O)O.NCCCCC(CCOCOCC[Si](C)(C)C)=O 7-amino-1-{[2-(trimethylsilyl)ethoxy]methoxy}heptane-3-one 2-(2-(2-(prop-2-yn-1-yloxy)ethoxy)ethyl)-1H-pyrazole-5-carboxylate